FC(C1=NN(C=C1C(=O)NC1=C2[C@H](CC(C2=C(C=C1)F)C)C)C)F 3-(difluoromethyl)-N-[(3S)-7-fluoro-1,3-dimethyl-2,3-dihydro-1H-inden-4-yl]-1-methyl-1H-pyrazole-4-carboxamide